amyl-nonanal C(CCCC)C(C=O)CCCCCCC